5-(3-(Piperidin-1-yl)propoxy)-1H-indole-2-carbaldehyde N1(CCCCC1)CCCOC=1C=C2C=C(NC2=CC1)C=O